CN1N=C(C(=C1C)B(O)O)C (1,3,5-trimethyl-1H-pyrazol-4-yl)boronic acid